2,6-diphenylphenoxid C1(=CC=CC=C1)C1=C([O-])C(=CC=C1)C1=CC=CC=C1